C(C1=CC=CC=C1)OC=1C(=C(C(=CC1)C)C1=CC(=NC2=C1N=CN=C2NCC2=C(C=C(C=C2)OC)OC)NC2CC2)C 8-(3-(benzyloxy)-2,6-dimethylphenyl)-N6-cyclopropyl-N4-(2,4-dimethoxybenzyl)pyrido[3,2-d]pyrimidine-4,6-diamine